4-(4,4-dimethyl-2,5-dioxo-3-(2-(quinolin-5-ylamino)ethyl)imidazolin-1-yl)-2-(trifluoromethyl)benzonitrile CC1(N(C(N(C1=O)C1=CC(=C(C#N)C=C1)C(F)(F)F)=O)CCNC1=C2C=CC=NC2=CC=C1)C